1-(5-bromo-4-methylpyridin-2-yl)propane-1,2,2,3,3,3-d6-1-ol BrC=1C(=CC(=NC1)C(C(C([2H])([2H])[2H])([2H])[2H])(O)[2H])C